2-Chloro-N-{2-[4-(difluoromethyl)-1,3-thiazol-5-yl]-2-(4-{[(4-fluoro-1-methyl-1H-1,3-benzodiazol-2-yl)oxy]methyl}piperidin-1-yl)ethyl}-6-fluorobenzamid ClC1=C(C(=O)NCC(N2CCC(CC2)COC2=NC3=C(N2C)C=CC=C3F)C3=C(N=CS3)C(F)F)C(=CC=C1)F